C1=CC=CC2=CC3=CC=CC=C3C(=C12)O (14S)-9-anthracenol